CC(CCC)=O n-pentaneOne